(8-methylnonyloxy)ethane-1-ol CC(CCCCCCCOC(C)O)C